C(CCCCCCCCCCC)(=O)[O-].C(CCCCCCCCCCC)(=O)[O-].C1(=CC=CC=C1)[Sn+2]C1=CC=CC=C1 diphenyl-tin dilaurate